hexanocarnitine OC1(C([N+](C)(C)C)CCCCCC1)CC([O-])=O